C(=S)=C1NC(C=2NC=NC2N1CC1=C(C=CC=C1)[C@@H]1NCC[C@H](C1)C(F)(F)F)=O |o1:18,22| rel-2-thiocarbonyl-3-(2-((2R,4R)-4-(trifluoromethyl)piperidin-2-yl)benzyl)-1,2,3,7-tetrahydro-6H-purin-6-one